C(C)(C)(C)OC(NCCOC=1C=NC=CC1CNC=1CCNC(C1C(NC1=C(C(=CC=C1)F)OC)=O)=O)=O tert-butyl(2-((4-(((5-((3-fluoro-2-methoxyphenyl)carbamoyl)-6-oxo-1,2,3,6-Tetrahydropyridin-4-yl)amino)methyl)pyridin-3-yl)oxy)ethyl)carbamate